C(C=C)(=O)N1CC(CC1)C1=CC=C(C(=N1)C1=CC=C(C=C1)OC1=CC=CC=C1)C(=O)N 6-(1-acryloylpyrrolidine-3-yl)-2-(4-phenoxyphenyl)pyridine-3-carboxamide